1,2,6-Trimethoxy-8-[(6-O-β-d-xylopyranosyl-β-d-glucopyranosyl)oxy]-9H-xanthen-9-one COC1=C(C=CC=2OC3=CC(=CC(=C3C(C12)=O)O[C@H]1[C@H](O)[C@@H](O)[C@H](O)[C@H](O1)CO[C@H]1[C@H](O)[C@@H](O)[C@H](O)CO1)OC)OC